2-[4-[tert-butyl-(diphenyl)silyl]oxytetrahydrofuran-3-yl]-2-oxo-acetaldehyde C(C)(C)(C)[Si](OC1C(COC1)C(C=O)=O)(C1=CC=CC=C1)C1=CC=CC=C1